COC1=CC=C(COC2=CC(=NC=C2)C2=CN=C3N2N=C(C=C3)Cl)C=C1 3-(4-p-methoxybenzyloxypyridin-2-yl)-6-chloroimidazo[1,2-b]Pyridazine